1-(2,6-dichlorophenyl)-4-((4-(1-propyl-4-(trifluoromethyl)-1H-imidazol-2-yl)phenyl)amino)-1H-pyrazole-3-carboxamide ClC1=C(C(=CC=C1)Cl)N1N=C(C(=C1)NC1=CC=C(C=C1)C=1N(C=C(N1)C(F)(F)F)CCC)C(=O)N